4-(3-(1-oxo-4-(trifluoromethyl)isoindolin-2-yl)phenyl)nicotinic acid O=C1N(CC2=C(C=CC=C12)C(F)(F)F)C=1C=C(C=CC1)C1=CC=NC=C1C(=O)O